CN1N=C(C=C1C)NC1=NC=C(C(=N1)C1=CNC2=C(C=CC=C12)NC(CN1C[C@H](CC1)OC1=NC=NC(=C1)N1CCCC1)=O)C (S)-N-(3-(2-((1,5-dimethyl-1H-pyrazol-3-yl)amino)-5-methylpyrimidin-4-yl)-1H-indol-7-yl)-2-(3-((6-(pyrrolidin-1-yl)pyrimidin-4-yl)oxy)pyrrolidin-1-yl)acetamide